[C@H]12N(C[C@H](NC1)CC2)C=2N=CC=1N=CN=C(C1N2)NC2=C(C(=C(C=C2)OC(F)F)Cl)F 6-((1R,4R)-2,5-diazabicyclo[2.2.2]octan-2-yl)-N-(3-chloro-4-(difluoromethoxy)-2-fluorophenyl)pyrimido[5,4-d]pyrimidin-4-amine